4-(PROP-1-YNYL)PYRIDIN-3-YLBORONIC ACID C(#CC)C1=C(C=NC=C1)B(O)O